1-[5-[6-[1-[3-[[tert-butyl(diphenyl)silyl]oxymethyl]cyclobutyl]pyrazol-4-yl]-3-cyano-pyrazolo[1,5-a]pyrazin-4-yl]-2-pyridyl]-N-cyclobutyl-4-ethyl-piperidine-4-carboxamide [Si](C1=CC=CC=C1)(C1=CC=CC=C1)(C(C)(C)C)OCC1CC(C1)N1N=CC(=C1)C=1N=C(C=2N(C1)N=CC2C#N)C=2C=CC(=NC2)N2CCC(CC2)(C(=O)NC2CCC2)CC